tert-Butyl 1-hydroxy-5-(methylsulfonyl)isoindoline-2-carboxylate OC1N(CC2=CC(=CC=C12)S(=O)(=O)C)C(=O)OC(C)(C)C